5-(imidazo[1,2-a]pyridin-6-yl)phenol N=1C=CN2C1C=CC(=C2)C=2C=CC=C(C2)O